Se-ethyl 2-(1-(4-chlorobenzoyl)-5-methoxy-2-methyl-1H-indol-3-yl)ethane-selenoate ClC1=CC=C(C(=O)N2C(=C(C3=CC(=CC=C23)OC)CC([Se]CC)=O)C)C=C1